(E)-N-(2,6-difluoro-4-(8-(4-methoxy-1,2-dimethyl-6-(trifluoromethyl)-1H-benzo[d]imidazol-5-yl)imidazo[1,2-a]pyridine-3-carbonyl)phenyl)-4-((1-methylcyclopropyl)amino)but-2-enamide FC1=C(C(=CC(=C1)C(=O)C1=CN=C2N1C=CC=C2C2=C(C1=C(N(C(=N1)C)C)C=C2C(F)(F)F)OC)F)NC(\C=C\CNC2(CC2)C)=O